N1=CN=C2N=CNC2=C1C(=O)O purine-6-carboxylic acid